FC=1C(=NC(=NC1)NC=1C=C2CCN(C2=CC1)C)N 5-fluoro-N2-(1-methylindolin-5-yl)-2,4-pyrimidinediamine